4-styrylpyridine-2,6-dicarboxylic acid C(=CC1=CC=CC=C1)C1=CC(=NC(=C1)C(=O)O)C(=O)O